C(C)C=1N=C2N(C=C(C=C2)C2CCNCC2)C1N(C=1SC(=C(N1)C1=C(C#N)C=C(C=C1)F)C)C 2-{2-[(2-Ethyl-6-piperidin-4-yl-imidazo[1,2-a]pyridin-3-yl)-methyl-amino]-5-methyl-thiazol-4-yl}-5-fluoro-benzonitrile